4,5,5-trimethyl-8-amino-5,6-dihydrobenzo[c][2,7]naphthyridine CC=1N=CC=C2C3=C(NC(C12)(C)C)C=C(C=C3)N